N=1N(N=C2C1C=CC=C2)C=2C=C(C=C(C2O)C(C)(C)C)CCC(=O)O 3-(3-(2H-benzo[d][1,2,3]triazol-2-yl)-5-(tert-butyl)-4-hydroxyphenyl)propanoic acid